COC1=CC=C(CN2C3=C(C=C(CC2=O)C=2OC(=CN2)C)C=CC(=C3)C=3C=NN(C3)CCOCCOC)C=C1 (4-methoxybenzyl)-8-(1-(2-(2-methoxyethoxy)ethyl)-1H-pyrazol-4-yl)-4-(5-methyloxazol-2-yl)-1,3-dihydro-2H-benzo[b]azepin-2-one